FC1(C(C1)C=1CN(C(C1)=O)CC1=C(N=C2SC(=NN21)COC)C(F)(F)F)F 3-(2,2-difluorocyclopropyl)-1-[[2-(methoxymethyl)-6-(trifluoromethyl)imidazo[2,1-b][1,3,4]thiadiazol-5-yl]methyl]-2H-pyrrol-5-one